1'-Benzyl-2H-spiro(benzofuran-3,4'-piperidine)-4,5-dicarboxylic acid dimethyl ester COC(=O)C1=C(C=CC2=C1C1(CCN(CC1)CC1=CC=CC=C1)CO2)C(=O)OC